OC1=C(C(=O)N(C)C)C=CC=C1NC1=C(C(C1=O)=O)N(CC1SCCC1)C=1OC(=CC1)C 2-hydroxy-N,N-dimethyl-3-(2-((5-methylfuran-2-yl)(tetrahydrothiophen-2-yl)methylamino)-3,4-dioxocyclobut-1-enylamino)benzamide